BrC1=CC=C(C2=CC=CC=C12)C(C)NC(=O)C=1C=C(NC2CN(C2)C(=O)OC(C)(C)C)C=CC1C tert-butyl 3-[3-[1-(4-bromo-1-naphthyl)ethylcarbamoyl]-4-methyl-anilino]azetidine-1-carboxylate